C(C)(C)(C)C=1C(=C(C=C(C1)CCC(=O)OCCCCCCCC)C1=CC=CC=C1)O 2-(3'-tert-butyl-2'-hydroxy-5'-(2-octyloxycarbonylethyl)phenyl)benzene